NCCNCCNCCC[Si](OC)(OC)OC 3-2-(2-aminoethylamino)ethylaminopropyl-trimethoxysilane